(S)-3-(difluoromethyl)piperidine hydrochloride Cl.FC([C@@H]1CNCCC1)F